7-(7-chloro-10-(3-(4-chloro-3,5-dimethylphenoxy)propyl)-4-methyl-1-oxo-6-(1,3,5-trimethyl-1H-pyrazol-4-yl)-3,4-dihydropyrazino[1,2-a]indol-2(1H)-yl)-1-methyl-1H-indole-2-carboxylate ClC=1C=CC=2C(=C3N(C2C1C=1C(=NN(C1C)C)C)C(CN(C3=O)C=3C=CC=C1C=C(N(C31)C)C(=O)[O-])C)CCCOC3=CC(=C(C(=C3)C)Cl)C